(R)-2-(4,4-difluoro-3-methylpiperidin-1-yl)-4-methyl-5-(trifluoromethyl)nicotinic acid FC1([C@@H](CN(CC1)C1=C(C(=O)O)C(=C(C=N1)C(F)(F)F)C)C)F